benzyl (2R)-2-[4,7,10-tris(2-tert-butoxy-2-oxoethyl)-1,4,7,10-tetraazacyclododecan-1-yl]propanoate C(C)(C)(C)OC(CN1CCN(CCN(CCN(CC1)CC(OC(C)(C)C)=O)CC(OC(C)(C)C)=O)[C@@H](C(=O)OCC1=CC=CC=C1)C)=O